benzyl (2S)-2-(cyanomethyl)-4-[6-[(3-methoxy-1-naphthyl)carbamoyl]-2-(1-methylindazol-4-yl)pyrimidin-4-yl]piperazine-1-carboxylate C(#N)C[C@@H]1N(CCN(C1)C1=NC(=NC(=C1)C(NC1=CC(=CC2=CC=CC=C12)OC)=O)C1=C2C=NN(C2=CC=C1)C)C(=O)OCC1=CC=CC=C1